C(C)(C)(C)C1=NN(C=C1)CCCCNC(=O)N1C(N(C=2C1=NC=CC2)C)=O N-(4-(3-(tert-butyl)-1H-pyrazol-1-yl)butyl)-1-methyl-2-oxo-1,2-dihydro-3H-imidazo[4,5-b]pyridine-3-carboxamide